COCCNC(=O)C=1N=C(OC1C1=CC(=CC=C1)SC)C1=CC=C(C=C1)C(F)(F)F (2-methoxyethyl)-5-(3-(methylthio)phenyl)-2-(4-(trifluoromethyl)phenyl)oxazole-4-carboxamide